tert-butyl (R)-3-(cyclopropylcarbamoyl)piperidine-1-carboxylate C1(CC1)NC(=O)[C@H]1CN(CCC1)C(=O)OC(C)(C)C